C(C)(C)(C)C=1C=C(CN(C([C@@H](C)N(S(=O)(=O)C2=C(C(=C(C(=C2F)F)F)F)F)CC2=CC=C(C=C2)Cl)=O)C2=CC(=C(C(=O)O)C=C2)O)C=C(C1)C1CC1 (R)-4-(N-(3-(tert-butyl)-5-cyclopropylbenzyl)-2-(N-(4-chlorobenzyl)-(2,3,4,5,6-pentafluorophenyl)sulfonamido)propanamido)-2-hydroxybenzoic acid